C(C)(=O)C(C(=O)OCC)CCC 2-ethyl acetylvalerate